FC=1C(=NC=C(C1)Cl)OC1CN(CCC1)C1=NC(=NC(=C1Cl)CC)C 4-(3-((3-fluoro-5-chloropyridin-2-yl)oxy)piperidin-1-yl)-5-chloro-2-methyl-6-ethylpyrimidine